2-(2-oxo-5-propyl-2,3-dihydro-1H-indol-1-yl)acetamide O=C1N(C2=CC=C(C=C2C1)CCC)CC(=O)N